2-((S)-1-acryloyl-4-(6-fluoro-2-(((S)-1-methylpyrrolidin-2-yl)methoxy)-7-(5,6,7,8-tetrahydroisoquinoline-4-yl)quinazolin-4-yl)piperazin-2-yl)acetonitrile C(C=C)(=O)N1[C@H](CN(CC1)C1=NC(=NC2=CC(=C(C=C12)F)C1=CN=CC=2CCCCC12)OC[C@H]1N(CCC1)C)CC#N